2-(1-methyl-1H-pyrazol-3-yl)-4,6-dihydroxy-5-bromopyrimidine CN1N=C(C=C1)C1=NC(=C(C(=N1)O)Br)O